BrC=1C=C(C2=C(NC(O2)=O)C1)F 5-bromo-7-fluoro-1,3-benzoxazol-2(3H)-one